1-cyclopropyl-2-((4-morpholino-6-(3-(m-tolyl)-1H-pyrazol-1-yl)pyrimidin-2-yl)oxy)ethan-1-one C1(CC1)C(COC1=NC(=CC(=N1)N1CCOCC1)N1N=C(C=C1)C=1C=C(C=CC1)C)=O